BrC1=CNC2=NC(=CC=C21)N2CCN(CC2)C 3-bromo-6-(4-methylpiperazin-1-yl)-1H-pyrrolo[2,3-b]Pyridine